FC1=CC=C2C=C(C=C(C2=C1C#C[Si](C(C)C)(C(C)C)C(C)C)C(=O)N)OCOC 7-fluoro-3-(methoxymethoxy)-8-((triisopropylsilyl)ethynyl)-1-naphthamide